C(C1=CC=CC=C1)OC([C@H](N)C(=O)[O-])C(=O)[O-] beta-Benzyloxyaspartate